COC=1C=C(C(C=O)=CC1)O p-methoxysalicylaldehyde